ClC1=C(C=C2C=CN3C2=C1C(N(CC3)CC=3C(NC(=CC3OC)C)=O)=O)C(C3COC3)OC 10-chloro-9-(methoxy(oxetan-3-yl)methyl)-2-((4-methoxy-6-methyl-2-oxo-1,2-dihydropyridin-3-yl)methyl)-3,4-dihydro-[1,4]diazepino[6,7,1-HI]indol-1(2H)-one